4-(2-(2,4-difluorophenoxy)-5-nitrophenyl)-6-methyl-1,6-dihydro-7H-pyrrolo[2,3-c]pyridin-7-one FC1=C(OC2=C(C=C(C=C2)[N+](=O)[O-])C=2C3=C(C(N(C2)C)=O)NC=C3)C=CC(=C1)F